[N+](=O)([O-])C=1C=C2CCC(NC2=C(C1)C#N)=O 6-nitro-2-oxo-3,4-dihydro-1H-quinoline-8-carbonitrile